3-[3-bromo-4-[(2,4-difluorobenzyl)oxy]-6-(hydroxymethyl)-2-oxopyridin-1(2H)-yl]-N,4-dimethylbenzamide BrC=1C(N(C(=CC1OCC1=C(C=C(C=C1)F)F)CO)C=1C=C(C(=O)NC)C=CC1C)=O